CC1(CC1)NS(=O)(=O)C1=CC=C2C=CC(=CC2=C1)NC(C=C)=O N-(7-(N-(1-methylcyclopropyl)sulfamoyl)naphthalen-2-yl)acrylamide